C(C1=CC=CC=C1)N1CCP(CC1)(=O)C1=CC2=C(N=C(N=C2N[C@H](C)C2=C(C(=CC=C2)C(F)F)F)C)C=N1 1-benzyl-4-[4-({(1R)-1-[3-(difluoromethyl)-2-fluorophenyl]ethyl}amino)-2-methylpyrido[3,4-d]pyrimidin-6-yl]-1,4lambda5-azaphosphinan-4-one